ClC1=C(C=CC=2N(C=NC21)C)C2=NNC1=NC(=CN=C12)N1C[C@@H]2[C@]([C@@H]2CC1)(C1=C(C=CC=C1)F)CN ((1S,6R,7R)-3-(3-(4-chloro-1-methyl-1H-benzo[d]imidazol-5-yl)-1H-pyrazolo[3,4-b]pyrazin-6-yl)-7-(2-fluorophenyl)-3-azabicyclo[4.1.0]heptan-7-yl)methanamine